C(C)(C)(C)NC(=O)NC=1C=C2CN(C(N(C2=CC1)C(C)C1=CC(=CC=C1)Cl)=O)C 1-(tert-butyl)-3-(1-(1-(3-chlorophenyl)ethyl)-3-methyl-2-oxo-1,2,3,4-tetrahydroquinazolin-6-yl)urea